2-methanesulfonyl-6-methyl-8-[(1-methylpyrazol-3-yl)methyl]-5-[2-(triisopropylsilyl)ethynyl]pyrido[2,3-d]pyrimidin-7-one CS(=O)(=O)C=1N=CC2=C(N1)N(C(C(=C2C#C[Si](C(C)C)(C(C)C)C(C)C)C)=O)CC2=NN(C=C2)C